5-iodo-2-methyl-1H-benzo[d]imidazole IC1=CC2=C(NC(=N2)C)C=C1